4-((4-(1-azido-2,2,2-trifluoroethyl)-2-(methylsulfonyl)phenoxy)-methyl)-1-(methylsulfonyl)piperidine N(=[N+]=[N-])C(C(F)(F)F)C1=CC(=C(OCC2CCN(CC2)S(=O)(=O)C)C=C1)S(=O)(=O)C